BrC1=C(C(=NC(=C1)Cl)Cl)N 4-bromo-2,6-dichloro-3-pyridinamine